thiopyran phosphate P(=O)(O)(O)O.S1CC=CC=C1